methyl 2-(3-((chlorocarbonyl)(2-isopropylphenyl)amino)cyclobutyl)acetate ClC(=O)N(C1CC(C1)CC(=O)OC)C1=C(C=CC=C1)C(C)C